6-Bromo-2-{4-[4-(3-methoxypropyl)piperazin-1-yl]phenyl}-N-(1-propylpiperidin-4-yl)-3H-imidazo[4,5-b]pyridin-7-amine BrC=1C(=C2C(=NC1)NC(=N2)C2=CC=C(C=C2)N2CCN(CC2)CCCOC)NC2CCN(CC2)CCC